benzotriazol-4-yloxytris(dimethylamino)phosphonium hexafluorophosphate F[P-](F)(F)(F)(F)F.N1N=NC2=C1C=CC=C2O[P+](N(C)C)(N(C)C)N(C)C